ClC1=NC=C2N(C(N(C2=N1)C1CCC(CC1)O)=O)C 2-Chloro-9-((1r,4r)-4-hydroxycyclohexyl)-7-methyl-7,9-dihydro-8H-purin-8-one